Cl.NC\C=C(\CN1C(=NC2=C1C=CC=C2C=2C=C(C=CC2)S(=O)(=O)N(C)C)C)/F (Z)-3-(1-(4-amino-2-fluorobut-2-en-1-yl)-2-methyl-1H-benzo[d]imidazol-4-yl)-N,N-dimethylbenzenesulfonamide hydrochloride